methyl (S)-2-((tert-butoxycarbonyl)amino)-3-(5-fluoro-2-(1-methyl-1H-pyrazol-4-yl)pyridine-3-yl)propanoate C(C)(C)(C)OC(=O)N[C@H](C(=O)OC)CC=1C(=NC=C(C1)F)C=1C=NN(C1)C